BrC1=CC2=C(CN(C=N2)NC2=C(C=NC=C2)C)N2C1=NCC2 6-bromo-N-(3-methylpyridin-4-yl)-8,9-dihydroimidazo[1',2':1,6]pyrido[2,3]pyrimidin-2-amine